Di-neopentyl 2,3-di-tert-butylsuccinate C(C)(C)(C)C(C(=O)OCC(C)(C)C)C(C(=O)OCC(C)(C)C)C(C)(C)C